S(=O)(=O)([O-])[O-].[K+].C1=CC(=CC=C1O)C.[K+] p-cresol potassium sulfate salt